5-chloro-4-(3-((diethylamino)methyl)pyrrolidin-1-yl)-2-fluoro-N-(thiazol-2-yl)benzenesulfonamide ClC=1C(=CC(=C(C1)S(=O)(=O)NC=1SC=CN1)F)N1CC(CC1)CN(CC)CC